P(OCCCCCCCOC(C=C)=O)([O-])([O-])=S acryloyloxyheptyl phosphorothioate